C(CCCC)C1CCC(CC1)C1CCC(CC1)C(=O)OCC(COC(CCCCCCC\C=C/C\C=C/CCCCC)=O)COC(CCCN1CCCC1)=O 3-(((9Z,12Z)-octadeca-9,12-dienoyl)oxy)-2-(((4-(pyrrolidin-1-yl)butanoyl)oxy)methyl)propyl (1r,1's,4R,4'R)-4'-pentyl-[1,1'-bi(cyclohexane)]-4-carboxylate